NC1=CC2=C(N(C(=N2)CCCCCCCNC(OCC2C3=CC=CC=C3C=3C=CC=CC23)=O)CC2=CC=CC=C2)C=C1 (9H-fluoren-9-yl)methyl N-[7-(5-amino-1-benzyl-1H-1,3-benzodiazol-2-yl) heptyl]carbamate